11-ethyl-8,14-dioxa-10,19,20-triazatetracyclo[13.5.2.12,6.018,21]tricosa-1(20),2(23),3,5,15(22),16,18(21)-heptaen-9-one C(C)C1NC(OCC2=CC=CC(C3=NNC=4C=CC(OCC1)=CC34)=C2)=O